O[C@@H](COC(N)=O)C carbamic acid-(2R)-2-hydroxypropyl ester